(S)-(1,3-dimethyl-1H-pyrazol-5-yl)(4-(7-fluorobenzo[d]oxazol-2-yl)-6,7-dihydro-1H-imidazo[4,5-c]pyridin-5(4H)-yl)methanone CN1N=C(C=C1C(=O)N1[C@@H](C2=C(CC1)NC=N2)C=2OC1=C(N2)C=CC=C1F)C